((1-(trifluoromethyl)-2-oxabicyclo[2.1.1]hexan-4-yl)methyl)-4-azaspiro[2.5]octane-7-carboxamide FC(C12OCC(C1)(C2)CC2CC21NCCC(C1)C(=O)N)(F)F